NC(CC1=NN(C=C1)C=1CN2C(N(C(C1)C2)OS(=O)(=O)O)=O)=O.FC(C2=C1CNCC1=CC=C2)(F)F 4-trifluoromethyl-isoindoline [3-[3-(2-amino-2-oxo-ethyl)pyrazol-1-yl]-7-oxo-1,6-diazabicyclo[3.2.1]oct-3-en-6-yl]-sulfat